CC1(CC(CC(C1)C)N)C 3,3,5-trimethyl-cyclohexylamine